ClC=1C=C(C=CC1F)NC(=O)N1CC=2C(=NN3C2C=2N(CCC3)C=NN2)C[C@H]1C (11R)-N-(3-Chloro-4-fluorophenyl)-11-methyl-6,7,10,11-tetrahydro-5H-pyrido[4',3':3,4]pyrazolo[1,5-a][1,2,4]triazolo[3,4-c][1,4]diazepine-12(13H)-carboxamide